FC=1C(=C(C=C2C=CC(=CC12)OCCNS(=O)(=O)C1COC1)O)N1S(NC(C1)=O)(=O)=O N-(2-{[8-fluoro-6-hydroxy-7-(1,1,4-trioxo-1λ6,2,5-thiadiazolidin-2-yl)naphthalen-2-yl]oxy}ethyl)oxetane-3-sulfonamide